FC1=CC=C(C=C1)C=1NC(SC1)N/N=C/C=1N=C(C=2N(C3=CC=CC=C3C2C1)CC1=CC=C(C=C1)F)C1=C(C=CC=C1)Cl 4-(4-Fluorophenyl)-2-(((E)-(1-(2-chlorophenyl)-9-(4-fluorobenzyl)-β-carbolin-3-yl)methylene)hydrazino)-2,3-dihydrothiazole